1-(azetidin-3-ylmethyl)-1-methyl-piperidin-1-ium N1CC(C1)C[N+]1(CCCCC1)C